2-(3-fluorophenyl)oxazole-4-carboxylic acid FC=1C=C(C=CC1)C=1OC=C(N1)C(=O)O